(3',5'-difluoro-[1,1'-biphenyl]-3-yl)(3-methoxy-4-(4-methyl-1H-imidazol-1-yl)phenyl)methanone FC=1C=C(C=C(C1)F)C1=CC(=CC=C1)C(=O)C1=CC(=C(C=C1)N1C=NC(=C1)C)OC